tert-butyl 4-(5-[2,8-dimethylimidazo[1,2-b]pyridazin-6-yl]phthalazin-1-yl)piperidine-1-carboxylate CC=1N=C2N(N=C(C=C2C)C2=C3C=NN=C(C3=CC=C2)C2CCN(CC2)C(=O)OC(C)(C)C)C1